COC(=O)C1=CC(=NC=C1Br)Cl 5-Bromo-2-chloropyridine-4-carboxylic acid methyl ester